ClC=1N=C(C2=C(N1)N(CC2(C)C)C2=C(C=C(C=C2)N2CCOCC2)OC)Cl 4-(4-(2,4-dichloro-5,5-dimethyl-5,6-dihydro-7H-pyrrolo[2,3-d]pyrimidin-7-yl)-3-methoxyphenyl)morpholine